CC(C(COC([C@H](NC(=O)OCC1=CC=CC=C1)C1=CC=CC=C1)=O)=O)(C)C R-phenyl-[phenylmethoxycarbonylamino]acetic acid-3,3-dimethyl-2-oxobutyl ester